(E)-7-(2-(4-((5-Cyclopropyl-3-(3,5-dichloropyridin-4-yl)isoxazol-4-yl)methoxy)bicyclo[2.2.2]octan-1-yl)vinyl)-1-ethoxyisochinolin C1(CC1)C1=C(C(=NO1)C1=C(C=NC=C1Cl)Cl)COC12CCC(CC1)(CC2)/C=C/C2=CC=C1C=CN=C(C1=C2)OCC